di(trimethylsilyl)aminosodium C[Si](C)(C)N([Si](C)(C)C)[Na]